C(=O)(OC(C)(C)C)N(C1=NC=CC(=C1Cl)I)C(=O)OC(C)(C)C 2-(di-Boc-amino)-3-chloro-4-iodopyridine